tert-Butyl ((1s,3s)-3-((7-methyl-6-nitroquinolin-4-yl)oxy)cyclobutyl)carbamate CC1=C(C=C2C(=CC=NC2=C1)OC1CC(C1)NC(OC(C)(C)C)=O)[N+](=O)[O-]